C(C)(C)(C)OC(=O)NC1(CC2(C1)CCC2)C(=O)N[C@@H](C)C2=CC=C(C(=O)OC)C=C2 Methyl 4-[(1S)-1-[[2-(tert-butoxycarbonylamino)spiro[3.3]heptane-2-carbonyl]amino]ethyl]benzoate